C(C1=CC=CC=C1)OC1=C(C=C(C=N1)NC1=CC(=CC=C1)OC)C1=C2C=CNC2=CC=C1 6-(Benzyloxy)-5-(1H-indol-4-yl)-N-(3-methoxyphenyl)pyridin-3-amine